CN(C=1C=C(C(=O)NC2CCC(CC2)NC2=CC(=NC(=C2)C(F)(F)F)C(F)(F)F)C=CC1)C 3-(dimethylamino)-N-[(1s,4s)-4-{[2,6-bis(trifluoromethyl)pyridin-4-yl]amino}cyclohexyl]benzamide